3-(1-methyl-1H-pyrazol-4-yl)5-phenoxythieno[3,2-b]pyridine CN1N=CC(=C1)C1=CSC=2C1=NC(=CC2)OC2=CC=CC=C2